tert-Butyl (1S,2S,5R)-2-(4-(1-(2-(diisopropylcarbamoyl)-4-fluorophenyl)-2-methyl-1H-pyrrolo[2,3-c]pyridine-3-carbonyl)piperidine-1-carbonyl)-3-azabicyclo[3.1.0]-hexane-3-carboxylate C(C)(C)N(C(=O)C1=C(C=CC(=C1)F)N1C(=C(C=2C1=CN=CC2)C(=O)C2CCN(CC2)C(=O)[C@@H]2[C@H]1C[C@H]1CN2C(=O)OC(C)(C)C)C)C(C)C